(2S)-N-[(1S)-1-[5-(2,4-difluorophenyl)-1H-imidazol-2-yl]ethyl]-4-[(2S)-2-methyl-1-piperidyl]-4-oxo-2-(phenacylamino)butanamide FC1=C(C=CC(=C1)F)C1=CN=C(N1)[C@H](C)NC([C@H](CC(=O)N1[C@H](CCCC1)C)NCC(=O)C1=CC=CC=C1)=O